ClC1=CC=C(C=C1)C1COC2=C(O1)C=CC=C2N2C[C@@H](N(CC2)CC2=NC=1C(=NC(=CC1)C(=O)O)N2C[C@H]2OCC2)C 2-(((2S)-4-(2-(4-chlorophenyl)-2,3-dihydrobenzo[b][1,4]dioxin-5-yl)-2-methylpiperazin-1-yl)methyl)-3-(((S)-oxetan-2-yl)methyl)-3H-imidazo[4,5-b]pyridine-5-carboxylic acid